O=C1NC=CC2=CC=CC=C12 OXOISOQUINOLINE